BrC=1C=C(C=NC1)[C@@H](CN1CC2(C1)CCN(CC2)C(=O)OC(C)(C)C)CC(=C=O)OC tert-butyl (S)-2-(2-(5-bromopyridine-3-yl)-4-methoxy-4-carbonylbutyl)-2,7-diazaspiro[3.5]nonane-7-carboxylate